BrC1=C(C=CC(=C1)C=O)C1=CC=CC=C1 bromo-[1,1'-biphenyl]-4-formaldehyde